Cl.NC=1C=C2CCN(C2=CC1)CC1=CC2=C(NC(N2)=O)C=C1 5-((5-aminoindolin-1-yl)methyl)-1,3-dihydro-2H-benzo[d]imidazol-2-one hydrochloride